N1(CCCC1)CC1=CC=C(CN2C=NC=3C=NC=4C=C(C=CC4C32)C(=O)O)C=C1 1-(4-(pyrrolidin-1-ylmethyl)benzyl)-1H-imidazo[4,5-c]quinoline-7-carboxylic acid